tert-butyl 7-(aminomethyl)-7-(5-methylisoxazol-3-yl)-3-azabicyclo[4.1.0]heptane-3-carboxylate NCC1(C2CCN(CC12)C(=O)OC(C)(C)C)C1=NOC(=C1)C